OC1=NC=NC2=CC(=C(C=C12)O)OC 4,6-dihydroxy-7-methoxyquinazoline